(5-(pyridin-4-yl)-1,3,4-thiadiazol-2-yl)methanamine hydrochloride Cl.N1=CC=C(C=C1)C1=NN=C(S1)CN